N-(2,6-dioxopiperidin-3-yl)-5-fluoro-2-nitrobenzamide O=C1NC(CCC1NC(C1=C(C=CC(=C1)F)[N+](=O)[O-])=O)=O